C(C1=CC=CC=C1)N(C(=O)C1=CC2=C(S1)C(=CC(=C2)OC)C2=CN(C(C=C2)=O)C)CCC(=O)NC N-benzyl-5-methoxy-7-(1-methyl-6-oxo-1,6-dihydropyridin-3-yl)-N-(3-(methylamino)-3-oxopropyl)benzo[b]thiophene-2-carboxamide